N[C@H]1[C@@H](CN(CC1)C1=C(C=NC2=CC=C(C=C12)C1=C(C(=CC=C1)C#N)OCOC)C1=CC(=CC(=C1)F)F)C(=O)O trans-4-amino-1-{6-[3-cyano-2-(methoxymethoxy)phenyl]-3-(3,5-difluorophenyl)quinolin-4-yl}piperidine-3-carboxylic acid